5-ethenylphenol C(=C)C=1C=CC=C(C1)O